4-vinylbenzenesulfonic acid lithium salt [Li+].C(=C)C1=CC=C(C=C1)S(=O)(=O)[O-]